2-hydroxy-3',5'-dimethyl-[1,1'-biphenyl]-3-Formaldehyde OC1=C(C=CC=C1C=O)C1=CC(=CC(=C1)C)C